(R)-3-methyl-N-(1-methyl-2-oxo-5-(trifluoromethyl)-1,2-dihydropyridin-3-yl)-8-(5H-pyrrolo[2,3-b]pyrazin-2-yl)-1,8-diazaspiro[4.5]decane-1-carboxamide C[C@H]1CN(C2(C1)CCN(CC2)C=2N=C1C(=NC2)NC=C1)C(=O)NC=1C(N(C=C(C1)C(F)(F)F)C)=O